2-(8-Bromonaphthalen-1-yl)ethan-1-ol BrC=1C=CC=C2C=CC=C(C12)CCO